1-Benzyl-4-(1-(tert-butoxycarbonyl)azetidin-3-yl)pyridin-1-ium C(C1=CC=CC=C1)[N+]1=CC=C(C=C1)C1CN(C1)C(=O)OC(C)(C)C